N1(CC1)CCC(=O)[O-] beta-(N-aziridinyl)-propionate